FC(C1=NN=C(O1)C1=CC=C2CN(C(C2=C1)=O)[C@@H]([C@H](C1=NC=C(C=C1)C(F)(F)F)O)C1=NC=CC=C1)F |o1:17,18| 6-[5-(difluoromethyl)-1,3,4-oxadiazol-2-yl]-2-{(1R*,2R*)-2-hydroxy-1-(pyridin-2-yl)-2-[5-(trifluoromethyl)pyridin-2-yl]ethyl}-2,3-dihydro-1H-isoindol-1-one